Arabinose O=C[C@@H](O)[C@H](O)[C@H](O)CO